FC(C(=O)O)(F)F.NC1CC2(CN(C2)C2=C(C=C(C=C2)NC2=NC=C(C(=N2)NC2=C(C=CC=C2)P(C)(C)=O)C)C)C1 (2-((2-((4-(6-amino-2-azaspiro[3.3]heptan-2-yl)-3-methylphenyl)amino)-5-methylpyrimidin-4-yl)amino)phenyl)dimethylphosphine oxide trifluoroacetate